6-cyano-7-methyl-2-(methylsulfonyl)[1,3]thiazolo[4,5-b]pyridine C(#N)C=1C(=C2C(=NC1)N=C(S2)S(=O)(=O)C)C